tert-butyl (3S,4S)-3-fluoro-4-((4-(7-methoxy-6-(oxetan-3-yl)imidazo[1,2-b]pyridazin-3-yl)pyrimidin-2-yl)amino)pyrrolidine-1-carboxylate F[C@H]1CN(C[C@@H]1NC1=NC=CC(=N1)C1=CN=C2N1N=C(C(=C2)OC)C2COC2)C(=O)OC(C)(C)C